N-[(6-methoxy-1-methyl-1H-benzimidazol-7-yl)methyl]-4-(2,2,2-trifluoroethyl)-benzamide COC=1C=CC2=C(N(C=N2)C)C1CNC(C1=CC=C(C=C1)CC(F)(F)F)=O